BrC1=C(C2=C(N=CN=C2)S1)CBr 6-bromo-5-(bromomethyl)thieno[2,3-d]pyrimidine